COC(C1=C(C=C(C=C1)[N+](=O)[O-])NCC1=CN=CN1CC)=O (((1-ethyl-1H-imidazol-5-yl)methyl)amino)-4-nitrobenzoic acid methyl ester